1-[3-(4-chlorophenyl)-1,2,4-oxadiazol-5-yl]cyclobutane-1-carboxylic acid ethyl ester C(C)OC(=O)C1(CCC1)C1=NC(=NO1)C1=CC=C(C=C1)Cl